IC(C)C 2-iodopropane